5-ethynyl-2-((2-methoxyphenyl)amino)-8-(4-nitrophenyl)pyrido[2,3-d]pyrimidin-7(8H)-one C(#C)C1=CC(N(C=2N=C(N=CC21)NC2=C(C=CC=C2)OC)C2=CC=C(C=C2)[N+](=O)[O-])=O